COC=1C=C2CCN(CC2=CC1NC1=NC=C(C(=N1)NC1=C(C=CC=C1)S(N)(=O)=O)C(=O)N)C 2-[(6-methoxy-2-methyl-1,2,3,4-tetrahydroisoquinolin-7-yl)amino]-4-[(2-sulfamoylphenyl)amino]pyrimidine-5-carboxamide